CC(C)(C1=NC=CC=C1)NC(=O)[C@H]1CN(CC[C@@H]1NC(=O)C1=NOC(=C1)C1=C(C=C(C=C1)F)F)C1CCCCC1 (3S,4S)-1-cyclohexyl-4-{[5-(2,4-difluoro-phenyl)-isoxazole-3-carbonyl]-amino}-piperidine-3-carboxylic acid (1-methyl-1-pyridin-2-yl-ethyl)-amide